FC1=C(C=CC(=C1)F)CNC(=O)C=1C(C(=C2N(C[C@@H]3N(C2=O)[C@H](CO3)CO)C1)O)=O (3S,11aR)-N-[(2,4-Difluorophenyl)methyl]-6-hydroxy-3-(hydroxymethyl)-5,7-dioxo-2,3,5,7,11,11a-hexahydro[1,3]oxazolo[3,2-a]pyrido[1,2-d]pyrazine-8-carboxamide